3-(5-(1H-tetrazol-5-yl)pyridin-3-yl)-4-hydroxyphenyl benzylcarbamate C(C1=CC=CC=C1)NC(OC1=CC(=C(C=C1)O)C=1C=NC=C(C1)C1=NN=NN1)=O